OC1=CC(=NN1C1=CC=C(C(=O)OC)C=C1)C methyl 4-(5-hydroxy-3-methyl-1H-pyrazol-1-yl)benzoate